ClC=1C=C(C(=O)N[C@@H](C)C2=NC(=NN2C2=NC=C(C(=O)N=S(=O)(C)C)C=C2)C)C=C(C1)C(F)(F)F (S)-6-(5-(1-(3-chloro-5-(trifluoromethyl)benzamido)ethyl)-3-methyl-1H-1,2,4-triazol-1-yl)-N-(dimethyl(oxo)-λ6-sulfanylidene)nicotinamide